OCC1=C(C=C(C=C1)COC1OCCCC1)C1(COCCC1)O 3-(2-(hydroxymethyl)-5-(((tetrahydro-2H-pyran-2-yl)oxy)methyl)phenyl)tetrahydro-2H-pyran-3-ol